[Na+].C(CC)C(C(=O)[O-])CCC 2-propylpentanoic acid sodium salt